(3R)-3-[8-[4-[4-[1-[3-amino-6-(2-hydroxyphenyl)pyridazin-4-yl]pyrazol-4-yl]-1-piperidyl]cyclohexyl]-2,3-dihydro-1,4-benzoxazin-4-yl]piperidine-2,6-dione NC=1N=NC(=CC1N1N=CC(=C1)C1CCN(CC1)C1CCC(CC1)C1=CC=CC=2N(CCOC21)[C@H]2C(NC(CC2)=O)=O)C2=C(C=CC=C2)O